1-((2R,5S)-4-(6-chloro-2-(3-(dimethylamino)azetidin-1-yl)-8-fluoro-7-(5-methylbenzo[d]isothiazol-4-yl)quinazolin-4-yl)-2,5-dimethylpiperazin-1-yl)prop-2-en-1-one ClC=1C=C2C(=NC(=NC2=C(C1C1=C(C=CC2=C1C=NS2)C)F)N2CC(C2)N(C)C)N2C[C@H](N(C[C@@H]2C)C(C=C)=O)C